iron-phosphate salt P(=O)([O-])([O-])[O-].[Fe+3]